OCC1(CC1)CNC1=NC=C2N=C(N(C2=N1)C1CCC(CC1)C(=O)N)NC1=C(C=C(C=C1Cl)Cl)Cl (1s,4s)-4-(2-((1-(hydroxymethyl)cyclopropyl)methylamino)-8-(2,4,6-trichlorophenylamino)-9H-purin-9-yl)cyclohexanecarboxamide